octanesulphonic acid C(CCCCCCC)S(=O)(=O)O